CC1=C(C(=NN1[C@H]1COCCC1)OCCCO)[N+](=O)[O-] |r| (±)-3-((5-methyl-4-nitro-1-(tetrahydro-2H-pyran-3-yl)-1H-pyrazol-3-yl)oxy)propan-1-ol